O[C@H]1[C@@H](O[C@@H]([C@H]1O)CO)N1C(NC(CC1)=O)=O 1-((2R,3R,4S,5R)-3,4-dihydroxy-5-(hydroxymethyl)tetrahydrofuran-2-yl)dihydropyrimidine-2,4(1H,3H)-dione